6-chloro-3-(difluoromethoxy)-2-(5-(2,6-difluorophenyl)-4-methyl-4H-1,2,4-triazol-3-yl)pyridine ClC1=CC=C(C(=N1)C1=NN=C(N1C)C1=C(C=CC=C1F)F)OC(F)F